1-[2,5-dichloro-4-(1,1,2,3,3,3-hexafluoropropoxy)phenyl]-3-[(1S)-1-(2-pyrimidin-2-yl-1,2,4-triazol-3-yl)ethyl]urea ClC1=C(C=C(C(=C1)OC(C(C(F)(F)F)F)(F)F)Cl)NC(=O)N[C@@H](C)C=1N(N=CN1)C1=NC=CC=N1